(R)-4-(2-chloro-4-fluorophenyl)-6-methyl-5-(phenylethynyl)-2-(thiazol-2-yl)pyrimidine-1(4H)-carboxylic acid ClC1=C(C=CC(=C1)F)[C@@H]1N=C(N(C(=C1C#CC1=CC=CC=C1)C)C(=O)O)C=1SC=CN1